NC1=C(C=CC(=C1C)Br)C=O 2-amino-4-bromo-3-methylbenzene-1-carbaldehyde